N=1NN=NC1C1=CC=C(C=C1)[C@H]1[C@@H](CN(C1)C)CC1=C2C=CNC2=C(C=C1C)C |r| Racemic-4-(((3S*,4R*)-4-(4-(2H-tetrazol-5-yl)phenyl)-1-methylpyrrolidin-3-yl)methyl)-5,7-dimethyl-1H-indole